CN(CCCCCC(=O)NCC(=O)N1CCCC1)C ((6-(dimethylamino)hexanoyl)glycyl)pyrrolidine